Cl.N[C@H]1CN(CC[C@@H]2N(C1=O)[C@@H](CC2)C(=O)N[C@@H]2CCOC1=CC=CC=C21)C(C(C)(C)C)=O (5S,8S,10aR)-5-amino-N-((R)-chroman-4-yl)-6-oxo-3-pivaloyldecahydropyrrolo[1,2-a][1,5]diazocine-8-carboxamide hydrochloride